4-(((6-amino-5-(4-phenoxyphenyl)pyrimidin-4-yl)amino)methyl)piperidin-1-yl-4-(3,3-difluoroazetidin-1-yl)but-2-en-1-one NC1=C(C(=NC=N1)NCC1CCN(CC1)C(C=CCN1CC(C1)(F)F)=O)C1=CC=C(C=C1)OC1=CC=CC=C1